trans-3-Methylcyclobutan-1-amine C[C@@H]1C[C@H](C1)N